FC1=CC=C(CN2C=C(C3=CC=CC=C23)C(=O)N2CCN(CC2)C2=NC=CC=N2)C=C1 (1-(4-fluorobenzyl)-1H-indol-3-yl)(4-(pyrimidin-2-yl)piperazin-1-yl)methanone